4-(3-methyl-5-(4-methyl-3-(m-tolyl)-5,6-dihydro-1,2,4-triazin-1(4H)-yl)-3H-imidazo[4,5-b]pyridin-7-yl)morpholine CN1C=NC=2C1=NC(=CC2N2CCOCC2)N2N=C(N(CC2)C)C=2C=C(C=CC2)C